5-[2-(2-hydroxyacetyl)-2,7-diazaspiro[3.5]nonan-7-yl]-5-[3-[4-(trifluoromethoxy)anilino]phenyl]hexahydropyrimidine-2,4,6-trione OCC(=O)N1CC2(C1)CCN(CC2)C2(C(NC(NC2=O)=O)=O)C2=CC(=CC=C2)NC2=CC=C(C=C2)OC(F)(F)F